2-(3-Chloropyridin-4-yl)-N-(4-methanesulfonyl-2-methylbut-2-yl)pyrido[3,4-d]Pyrimidin-4-amine ClC=1C=NC=CC1C=1N=C(C2=C(N1)C=NC=C2)NC(C)(CCS(=O)(=O)C)C